cholestan-3β,4β,6,25-tetraol CC(C)(CCC[C@@H](C)[C@H]1CC[C@H]2[C@@H]3CC(C4[C@H]([C@H](CC[C@]4(C)[C@H]3CC[C@]12C)O)O)O)O